S(N)(=O)(=O)F sulfamoyl-fluorine